2,3,5-tricyanohexane C(#N)C(C)C(CC(C)C#N)C#N